O=C1O[C@@H]2CN(CC[C@@H]2N1)C(=O)OC(C)(C)C tert-butyl (3aR,7aS)-2-oxo-1,3a,4,6,7,7a-hexahydrooxazolo[5,4-c]pyridine-5-carboxylate